FC1(OC(C(C1(F)F)(F)F)(F)F)C(C(C(C(F)(F)F)(F)F)(F)F)(F)F perfluoro(2-butyl-tetrahydrofurane)